FC(C1=C(C=CC(=C1)C(F)(F)F)C(C)N1N=CC(=C1)NC(C=CC=1OC=CC1)=O)(F)F N-(1-(1-(2,4-bis(trifluoromethyl)phenyl)ethyl)-1H-pyrazol-4-yl)-3-(furan-2-yl)acryl-amide